NC1=CC=C2C(=N1)CC[C@H]2NC([C@H](C)NC(=O)[C@@H]2NCCC(=C2)C2=CC(=C(C=C2)F)CF)=O (R)-N-((S)-1-(((R)-2-amino-6,7-dihydro-5H-cyclopenta[b]pyridin-5-yl)amino)-1-oxopropan-2-yl)-4-(4-fluoro-3-(fluoromethyl)phenyl)-1,2,5,6-tetrahydropyridine-2-carboxamide